1-[(1RS,2RS)-1,2,8,8-tetramethyl-1,2,3,4,5,6,7,8-octahydro-2-naphthalenyl]ethanone C[C@H]1[C@](CCC=2CCCC(C12)(C)C)(C)C(C)=O |r|